4-[[4-(8-chloro-7-hydroxy-quinoxalin-2-yl)-5-methyl-pyrazol-1-yl]methyl]piperidine-1-carboxylic acid tert-butyl ester C(C)(C)(C)OC(=O)N1CCC(CC1)CN1N=CC(=C1C)C1=NC2=C(C(=CC=C2N=C1)O)Cl